2,4-dimethylxylene CC1(C(C=CC(=C1)C)C)C